(E)-4-methoxy-6-(1-(1-((1-(4-(piperidin-1-yl)but-2-enoyl)azetidin-3-yl)methyl)piperidin-4-yl)-1H-pyrazol-4-yl)pyrazolo[1,5-a]pyridine-3-carbonitrile COC=1C=2N(C=C(C1)C=1C=NN(C1)C1CCN(CC1)CC1CN(C1)C(\C=C\CN1CCCCC1)=O)N=CC2C#N